tert-Butyl ((R)-1-(7-((E)-(((R)-tert-butylsulfinyl)imino)methyl)imidazo[1,2-b]pyridazin-2-yl)-2-((1,1,1-trifluoro-2-methylpropan-2-yl)oxy)ethyl)carbamate C(C)(C)(C)[S@@](=O)\N=C\C1=CC=2N(N=C1)C=C(N2)[C@H](COC(C(F)(F)F)(C)C)NC(OC(C)(C)C)=O